ClC1=CC2=C(N(C(N=C2N2[C@H](CN(CC2)C(=O)[O-])C)=O)C=2C(=NC=CC2C)C(C)C)N=C1C1=C(C(=C(C=C1)F)F)F (S)-4-(6-chloro-1-(2-isopropyl-4-methylpyridin-3-yl)-2-oxo-7-(2,3,4-trifluorophenyl)-1,2-dihydropyrido[2,3-d]pyrimidin-4-yl)-3-methylpiperazine-1-carboxylate